ClC1=C(C=CC(=C1)F)C=1N(C(=CC1C(=O)O)C1=C2C(=NC=C1)NC=C2)COCC[Si](C)(C)C 2-(2-chloro-4-fluorophenyl)-5-(1H-pyrrolo[2,3-b]pyridin-4-yl)-1-{[2-(trimethylsilyl)ethoxy]methyl}-1H-pyrrole-3-carboxylic acid